Dihydroxyamyl-benzoic acid OC(CCCCC1=C(C(=O)O)C=CC=C1)O